FC1=CC=C(C=C1)C=1C(C(=CN(C1)C1=NNC=C1)C(=O)O)=O 5-(4-fluorophenyl)-4-oxo-1-(1H-pyrazol-3-yl)-1,4-dihydropyridine-3-carboxylic acid